Cl.OC(C)(C)C1=CC=2N(C=C1C=1C(=NC(=CC1)C(F)(F)F)C(=O)N)C=C(N2)C2CCNCC2 (7-(2-hydroxy-prop-2-yl)-2-(piperidin-4-yl)imidazo[1,2-a]pyridin-6-yl)-6-(trifluoromethyl)pyridinecarboxamide hydrochloride